O=C(CCCCCCCN(CCCCCCCC(=O)OCCC12CCC(CC1)CC2)CCCC=2SC=CN2)OCCC(CCCCC)CCCCC 2-(bicyclo[2.2.2]octan-1-yl)ethyl 8-((8-oxo-8-((3-pentyloctyl)oxy)octyl)(3-(thiazol-2-yl)propyl)amino)octanoate